(3R)-3-{[2-(4-methoxyphenyl)-10-(trifluoromethyl)[1,2,4]triazolo[1,5-c]quinazolin-5-yl]amino}azepan-2-one COC1=CC=C(C=C1)C1=NN2C(=NC=3C=CC=C(C3C2=N1)C(F)(F)F)N[C@H]1C(NCCCC1)=O